C[N+]1=C2C=CC=CC2=C(C2=CC=CC=C12)C1=CC=CC=C1 10-methyl-9-phenylacridinium